NC1=CC=CC(=N1)S(=O)(=O)NC(=O)C=1C(=NC(=CC1)C1=CCC(CC1)C(F)(F)F)OC1=C(C=C(C=C1C)C)C N-[(6-Amino-2-pyridyl)sulfonyl]-6-[4-(trifluoromethyl)cyclohexen-1-yl]-2-(2,4,6-trimethylphenoxy)pyridin-3-carboxamid